ClCCOP(=O)(OCCCl)OCCCl.ClC1=C(C=C2C=C(N=CC2=C1)NC(=O)[C@H]1[C@@H](C1)C(F)F)N1CCN(CC1)[C@@]1(COC[C@@H]1F)C (1R,2R)-N-[7-chloro-6-[4-((3R,4R)-4-fluoro-3-methyl-tetrahydrofuran-3-yl)piperazin-1-yl]-3-isoquinolinyl]-2-(difluoromethyl)cyclopropanecarboxamide tri-(2-chloroethyl)-phosphate